(Z)-5-Benzylidene-4-(4-chlorophenyl)-2-phenyl-5H-benzo[d][1,3]diazepine C(C1=CC=CC=C1)=C1C2=C(\N=C(/N=C1C1=CC=C(C=C1)Cl)\C1=CC=CC=C1)C=CC=C2